(S)-N-(4-(4-amino-7-methyl-5-(4-(pyrrolidine-1-carbonyl)cyclohex-1-en-1-yl)-7H-pyrrolo[2,3-d]pyrimidin-6-yl)-3-chlorophenyl)methacrylamide NC=1C2=C(N=CN1)N(C(=C2C2=CC[C@H](CC2)C(=O)N2CCCC2)C2=C(C=C(C=C2)NC(C(=C)C)=O)Cl)C